FC=1C(=NC(=NC1C)C)N[C@@H](C)C1=CC=C(C(=O)O\N=C(\C2CC2)/N)C=C1 [(Z)-[amino(cyclopropyl)methylene]amino] 4-[(1S)-1-[(5-fluoro-2,6-dimethyl-pyrimidin-4-yl)amino]ethyl]benzoate